rac-diphenylmethylene(cyclopentadienyl)(1-indenyl)zirconium dichloride [Cl-].[Cl-].C1(=CC=CC=C1)C(C1=CC=CC=C1)=[Zr+2]([C@@H]1C=CC2=CC=CC=C12)C1C=CC=C1 |r|